4-(((3-fluorophenyl)sulfonyl)methyl)-N-(pyridin-4-yl)piperidine-1-carboxamide FC=1C=C(C=CC1)S(=O)(=O)CC1CCN(CC1)C(=O)NC1=CC=NC=C1